ethyl hydrogen (2-(3-amino-6-((2,3-dihydro-1H-inden-4-yl)amino)-5-fluoro-1H-pyrazolo[3,4-b]pyridin-1-yl)ethyl)phosphonate NC1=NN(C2=NC(=C(C=C21)F)NC2=C1CCCC1=CC=C2)CCP(OCC)(O)=O